cis-isophorone O=C1C=C(CC(C)(C)C1)C